diacryl-glycerol C(=O)(C=C)C(C(C(O)C(=O)C=C)O)O